5-benzyl-2-piperazin-1-ylpyrimidine C(C1=CC=CC=C1)C=1C=NC(=NC1)N1CCNCC1